8-(tert-butoxycarbonyl)-3,8-diazabicyclo[3.2.1]octan-3-ium carboxyformate C(=O)(O)C(=O)[O-].C(C)(C)(C)OC(=O)N1C2C[NH2+]CC1CC2